acrylic acid 1-adamantyl ester C12(CC3CC(CC(C1)C3)C2)OC(C=C)=O